thiocarbonylbutyrolactone C(=S)=C1C(=O)OCC1